ethyl 2-(6-aminospiro[3.3]heptan-2-yl)acetate NC1CC2(CC(C2)CC(=O)OCC)C1